tert-Butyl 4-(5-formylthiophen-2-yl)-3,6-dihydropyridine-1(2H)-carboxylate C(=O)C1=CC=C(S1)C=1CCN(CC1)C(=O)OC(C)(C)C